4-(5-bromopyridin-2-yl)-4-oxobutanoic acid BrC=1C=CC(=NC1)C(CCC(=O)O)=O